C=C(C)C=1C2=C(N=CN1)CN(CC2)C(=O)OC(C)(C)C tert-Butyl 4-(prop-1-en-2-yl)-5,6-dihydropyrido[3,4-d]pyrimidine-7(8H)-carboxylate